1,2,5-Trimercaptobenzene SC1=C(C=CC(=C1)S)S